C1(CC1)S(=O)(=O)C=1C=C2CN(C(C2=CC1)C(NC1=CC=C(C=C1)C(C(F)(F)F)(C(F)(F)F)O)=O)C(=O)OC(C)(C)C tert-Butyl 5-(cyclopropylsulfonyl)-1-{[4-(1,1,1,3,3,3-hexafluoro-2-hydroxypropan-2-yl)phenyl]carbamoyl}-1,3-dihydro-2H-isoindole-2-carboxylate